C(#N)C1=CC(=NC=C1)N1[C@@H](CCC1=O)C(=O)N(C=1C=NC=C(C1)F)[C@@H]1C(N(C2=CC=CC=C12)C1CC(C1)(F)F)=O (S)-1-(4-Cyanopyridin-2-yl)-N-((S)-1-(3,3-difluorocyclobutyl)-2-oxoindolin-3-yl)-N-(5-fluoropyridin-3-yl)-5-oxopyrrolidine-2-carboxamide